8-[(1S,3S)-3-(but-2-ynoylamino)cyclohexyl]-7-fluoro-1,2,3,4-tetrahydrocyclopenta[b]indole-5-carboxamide C(C#CC)(=O)N[C@@H]1C[C@H](CCC1)C1=C2C3=C(NC2=C(C=C1F)C(=O)N)CCC3